((2-(((RS)-1-(2-((4,4-difluorocyclohexyl)amino)ethoxy)propan-2-yl)oxy)-4-methylphenyl)sulfonyl)-L-proline FC1(CCC(CC1)NCCOC[C@@H](C)OC1=C(C=CC(=C1)C)S(=O)(=O)N1[C@@H](CCC1)C(=O)O)F |&1:12|